(1S,2S)-2-{[(1R,5S)-3-{2-[(1-methyl-1H-pyrazol-4-yl)amino]pyrimidin-4-yl}-3,8-diazabicyclo[3.2.1]oct-8-yl]methyl}cyclopropanecarbonitrile CN1N=CC(=C1)NC1=NC=CC(=N1)N1C[C@H]2CC[C@@H](C1)N2C[C@@H]2[C@H](C2)C#N